3,4-epoxycyclohexylmethyl methacrylate (3,4-epoxycyclohexylmethyl methacrylate) C1(CC2C(CC1)O2)CC=C(C(=O)O)C.C(C(=C)C)(=O)OCC2CC1C(CC2)O1